FC=1C=C2N=C(C(=NC2=CC1F)N1C[C@H](CC1)N(C(C(C)C)=O)CC)NC1=CC=CC=C1 (S)-N-(1-(6,7-difluoro-3-(phenylamino)quinoxalin-2-yl)pyrrolidin-3-yl)-N-ethylisobutyramide